FC=1C=C2CC[C@@H](C2=CC1)N[S@@](=O)C(C)(C)C (S)-N-[(S)-5-fluoro-2,3-dihydro-1H-inden-1-yl]-2-methylpropan-2-sulfinamide